PYRIMIDIN-2,4(1H,3H)-DION N1C(NC(C=C1)=O)=O